C(C=C)(=O)C(C)O[Si](OCC)(CCC)CCCO acryloylhydroxypropyl-propyldiethoxysilane